N-(1-((4-acetylphenyl)amino)-6-methylisoquinolin-5-yl)-4-((2,4-dimethoxybenzyl)amino)quinazoline-8-carboxamide C(C)(=O)C1=CC=C(C=C1)NC1=NC=CC2=C(C(=CC=C12)C)NC(=O)C=1C=CC=C2C(=NC=NC12)NCC1=C(C=C(C=C1)OC)OC